2-(4-(3-chloro-4-((3,5-difluoropyridin-2-yl)methoxy)-5'-methyl-6-(methyl-d3)-2-oxo-2H-[1,4'-bipyridin]-2'-yl)pyrimidin-2-yl)-2-methylpropanamide ClC=1C(N(C(=CC1OCC1=NC=C(C=C1F)F)C([2H])([2H])[2H])C1=CC(=NC=C1C)C1=NC(=NC=C1)C(C(=O)N)(C)C)=O